3-chloro-1H-indol-6-yl-methanol ClC1=CNC2=CC(=CC=C12)CO